N1C=NC=C1C[C@H]1C(N(CC2N(O[C@@H](C(N21)=O)C(C)C)C(=O)OCC2=CC=CC=C2)CCC(C)C)=O benzyl (3R,6S)-6-((1H-imidazol-5-yl)methyl)-8-isopentyl-3-isopropyl-4,7-dioxohexahydropyrazino[2,1-c][1,2,4]oxadiazine-1(6H)-carboxylate